C1(=CC(=CC2=CC=CC=C12)C1=CC=C(NC2=CC=CC=C2)C=C1)C1=CC2=CC=CC=C2C=C1 4-([1,2'-binaphthyl]-3-yl)-N-phenylaniline